(12aR)-9-bromo-8-methyl-6-oxo-3,4,12,12a-tetrahydro-6H-pyrazino[2,1-c][1,4]benzooxazepine-2(1H)-carboxylic acid tert-butyl ester C(C)(C)(C)OC(=O)N1C[C@@H]2COC3=C(C(N2CC1)=O)C=C(C(=C3)Br)C